N1CCOCC1=O morpholine-5-one